C1CNC2=C(N1)C(=O)NC(=N2)NO hydroxytetrahydropterin